N-(4-cyclohexylphenyl)-N-(3,3'',5',5''-tetra-t-butyl-1,1':3',1''-terphenyl-5-yl)-9,9-dimethyl-9H-fluorene-2-amine C1(CCCCC1)C1=CC=C(C=C1)N(C1=CC=2C(C3=CC=CC=C3C2C=C1)(C)C)C=1C=C(C=C(C1)C1=CC(=CC(=C1)C(C)(C)C)C1=CC(=CC(=C1)C(C)(C)C)C(C)(C)C)C(C)(C)C